S1CCN(CC1)C=1C=C2C(=CC=NC2=CC1)C(=O)OCC ethyl 6-thiomorpholinoquinoline-4-carboxylate